5-(ethylsulfinylmethyl)furan-2-carboxamide C(C)S(=O)CC1=CC=C(O1)C(=O)N